C(#C)C1=CC=C(C=N1)O[C@@H]1CN(CC1)C(=O)OC(C)(C)C tert-butyl (S)-3-((6-ethynylpyridin-3-yl)oxy)pyrrolidine-1-carboxylate